4-((2R,3S,4S,5R)-3-(5-chloro-3-fluoro-2,4-dimethoxyphenyl)-4,5-dimethyl-5-(trifluoromethyl)tetrahydrofuran-2-carboxamido)pyridineamide ClC=1C(=C(C(=C(C1)[C@H]1[C@@H](O[C@]([C@H]1C)(C(F)(F)F)C)C(=O)NC1=CC(=NC=C1)C(=O)N)OC)F)OC